Tin Chloride [Sn](Cl)(Cl)(Cl)Cl